FC1CN(C1)C(=O)NC1=CC(=C(C=C1)F)N1N=C2N=CC(=CC2=C1)N1CC2CCC(C1)O2 3-fluoro-N-[4-fluoro-3-(5-{8-oxa-3-azabicyclo[3.2.1]oct-3-yl}-2H-pyrazolo[3,4-b]pyridin-2-yl)phenyl]azetidine-1-carboxamide